C(C1=CC=CC=C1)OCC1=NN(C(N1CC)=O)C1=CC(=C(C(=O)N(CC=C(CC)C)C2=C(C=CC=C2F)Cl)C=C1F)I 4-(3-((benzyloxy)methyl)-4-ethyl-5-oxo-4,5-dihydro-1H-1,2,4-triazol-1-yl)-N-(2-chloro-6-fluorophenyl)-5-fluoro-2-iodo-N-(3-methylpent-2-en-1-yl)benzamide